(R)-4-(2-(tert-butyl)phenyl)-2-(quinolin-2-yl)-4,5-dihydrooxazole C(C)(C)(C)C1=C(C=CC=C1)[C@H]1N=C(OC1)C1=NC2=CC=CC=C2C=C1